C(C)C=1N=C(N(C1S(=O)(=O)CC)C)C1CC(=NO1)C1CC1 ethyl-2-(3-cyclopropyl-4,5-dihydroisoxazol-5-yl)-5-ethylsulfonyl-1-methyl-imidazole